N1-(6-chloro-2-methoxyacridin-9-yl)-N3-(6-(3-(4-methoxyphenyl)-1,2,4-oxadiazol-5-yl)pyridazin-3-yl)propane-1,3-diamine ClC=1C=C2N=C3C=CC(=CC3=C(C2=CC1)NCCCNC=1N=NC(=CC1)C1=NC(=NO1)C1=CC=C(C=C1)OC)OC